C(C)(C)(C)OC(=O)N1[C@H](CCC1)C(C(=O)O)=C R-(1-tert-butyloxycarbonylpyrrolidin-2-yl)acrylic acid